COC1=CC=C2C(=CC=NC2=C1)N1CCC(CC1)C(CNNS(=O)=O)C N-(2-(1-(7-methoxyquinolin-4-yl)piperidin-4-yl)propyl)aminosulfonamide